C(#N)C1(CC1)NC(=O)C1CCN(CC1)C1=CC=NC2=CC(=C(C=C12)OC)OC N-(1-cyanocyclopropyl)-1-(6,7-dimethoxyquinolin-4-yl)piperidine-4-carboxamide